O1C(OCCC1)C1OCCCO1 2,2'-Bi(1,3-dioxane)